2-(4-chloro-2-fluoro-5-((5-(p-methylphenyl)-1,3,4-oxadiazol-2-yl)methoxy)phenyl)-4,5,6,7-tetrahydro-1H-isoindole-1,3(2H)-dione ClC1=CC(=C(C=C1OCC=1OC(=NN1)C1=CC=C(C=C1)C)N1C(C=2CCCCC2C1=O)=O)F